4,5-dihydro-2H-1,5-benzoxazepine O1CCCNC2=C1C=CC=C2